C1(=CC=CC=C1)N(C1=CC=2C3(C4=CC=CC=C4C2C=C1)C1=CC=CC=C1C1=CC=CC=C13)C1=CC=C(C=C1)C=1C=CC=3N(C2=CC=CC=C2C3C1)C1=CC=CC=C1 N-phenyl-N-[4-(9-phenyl-9H-carbazol-3-yl)phenyl]spiro-9,9'-bifluorene-2-amine